methyl 1-benzyl-1H-1,2,4-triazole-3-carboxylate C(C1=CC=CC=C1)N1N=C(N=C1)C(=O)OC